OC=1C=C2CC[C@H]([C@H](C2=CC1)C1=CC=C(C=C1)N1CCC(CC1)C=O)C1=CC=NN1C 1-(4-((1S,2R)-6-hydroxy-2-(1-methyl-1H-pyrazol-5-yl)-1,2,3,4-tetrahydronaphthalen-1-yl)phenyl)piperidine-4-carbaldehyde